FC1=CC=C(C(=O)C2=CC=C(C=C2)C(C2=CC=C(C=C2)F)=O)C=C1 C1,4-bis(4-fluorobenzoyl)benzene